OC1=C(C=C(C=C1)C(C)(C)C1=CC(=C(C=C1)O)C(C)(C)C)C(C)(C)C 2,2-bis(4-hydroxy-3-t-butylphenyl)propane